S1C2=C(C=C1C1=C(C=3C4=C(C(OC3C=C1CCCCC)(C)C)C=CC(=C4)C)O)C=CC=C2 2-(benzo[b]thiophen-2-yl)-6,6,9-trimethyl-3-pentyl-6H-benzo[c]chromen-1-ol